tert-butyl (S)-(4-(3-chloro-4-(2-chloro-3-((3-fluoro-6-(((2-hydroxyethyl)amino)methyl)pyridin-2-yl)amino)phenyl)pyridin-2-yl)-2-methoxybenzyl)((5-oxopyrrolidin-2-yl)methyl)carbamate ClC=1C(=NC=CC1C1=C(C(=CC=C1)NC1=NC(=CC=C1F)CNCCO)Cl)C1=CC(=C(CN(C(OC(C)(C)C)=O)C[C@H]2NC(CC2)=O)C=C1)OC